(E)-1-benzyl-1,2,3,4,5,6,7,8-octahydroisoquinoline C(C1=CC=CC=C1)C1NCCC=2CCCCC12